C(=O)O.O=C1NC(C2=CC=CC=C12)=O 1,3-dioxoisoindoline formate